COP(=O)(OC)C1CN(CCN1)CCCC1=CC2=C(N(C(N2C)=O)C2C(NC(CC2)=O)=O)C=C1 3-[5-[3-(3-Dimethoxyphosphorylpiperazin-1-yl)propyl]-3-methyl-2-oxo-benzimidazole-1-yl]piperidine-2,6-dione